3-((2,5-dihydroxy-4-sulfophenyl)methylsulfonylmethyl)-2,5-dihydroxybenzoic acid OC1=C(C=C(C(=C1)S(=O)(=O)O)O)CS(=O)(=O)CC=1C(=C(C(=O)O)C=C(C1)O)O